5-(3-chloro-2,6-difluorophenoxy)-3,3-difluoro-2-(3-fluorophenyl)pentan-2-ol ClC=1C(=C(OCCC(C(C)(O)C2=CC(=CC=C2)F)(F)F)C(=CC1)F)F